C(C)C1(NC(CC(C1)/C(=C(/C(=O)[O-])\C1CC(NC(C1)(CC)CC)(CC)CC)/C(=O)[O-])(CC)CC)CC bis(2,2,6,6-tetraethyl-4-piperidyl)maleate